Cl.CN1C(N(C(C12CCNCC2)=O)C=2C=NC(=CC2)C(F)(F)F)=O 1-methyl-3-(6-(trifluoromethyl)pyridin-3-yl)-1,3,8-triazaspiro[4.5]decane-2,4-dione hydrochloride